CC1(C(N(C(C2=CC(=CC=C12)C(F)(F)F)=O)C1=CN=CC2=CC=CC=C12)=O)C 4,4-dimethyl-7-(trifluoromethyl)-1H-[2,4'-biisoquinoline]-1,3(4H)-dione